N-{(3S,4S)-1-[(R)-tetrahydro-3-furyl]-3-methyl-4-piperidyl}-6-{3-[4-(N-methylcarbamoyl)-5-fluoro-2-anisidino]-1-propynyl}-1-(2,2,2-trifluoroethyl)-1H-1,3-benzimidazole-4-carboxamide O1C[C@@H](CC1)N1C[C@@H]([C@H](CC1)NC(=O)C1=CC(=CC=2N(C=NC21)CC(F)(F)F)C#CCNC=2C(OC)=CC(=C(C2)C(NC)=O)F)C